NC1=CC=CC(=N1)S(=O)(=O)NC(=O)C=1C(=NC(=CC1)C(C)(C)C)OC1=C(C=C(C=C1C)C)C N-[(6-Amino-2-pyridyl)sulfonyl]-6-tert-butyl-2-(2,4,6-trimethylphenoxy)pyridin-3-carboxamid